6,10-Dimethyl-1-(6-methyl-4-(trifluoromethyl)pyridin-2-yl)-5-(2-(4-methylpiperazin-1-yl)-2-oxoethyl)-1,3a,4,5,10,11a-hexahydro-2H-benzo[b]pyrrolo[2,3-f][1,4]diazocine-2,11(3H)-dione CC1=CC=CC2=C1N(CC1C(C(N2C)=O)N(C(C1)=O)C1=NC(=CC(=C1)C(F)(F)F)C)CC(=O)N1CCN(CC1)C